OCCOCC(=O)N[C@@H]1CC[C@H](CC1)C(=O)N(C[C@@H]1CC[C@H](CC1)C1=CC(=C(C=C1)OC)C)C1=CC(=CC=C1)C=1C=NN(C1)C(C)C trans-4-(2-(2-Hydroxyethoxy)acetamido)-N-(3-(1-isopropyl-1H-pyrazol-4-yl)phenyl)-N-((trans-4-(4-methoxy-3-methylphenyl)cyclohexyl)meth-yl)cyclohexanecarboxamide